8-(3-(3-chloro-4-(trifluoromethoxy)phenoxy)propoxy)-1,3,7-trimethyl-3,7-dihydro-1H-purine-2,6-dione ClC=1C=C(OCCCOC2=NC=3N(C(N(C(C3N2C)=O)C)=O)C)C=CC1OC(F)(F)F